BrC=1C=C2C(=NC1N)OCCO2 7-bromo-2,3-dihydro-[1,4]dioxino[2,3-b]pyridin-6-amine